octadecyldimethyl-(3-trimethoxylsilylpropyl)ammonium chloride [Cl-].C(CCCCCCCCCCCCCCCCC)[N+](CCC[Si](OC)(OC)OC)(C)C